8-methyl-1,2,3,4-tetrahydronaphthalen-1-one CC=1C=CC=C2CCCC(C12)=O